(4-(ethylsulfonyl)benzyl)-7-(oxetan-3-yloxy)-10H-phenothiazine-2-carboxamide C(C)S(=O)(=O)C1=CC=C(CC2=C(C=CC=3SC4=CC(=CC=C4NC23)OC2COC2)C(=O)N)C=C1